NC1=CC=C(C(=O)C2=CC=CC=C2)C=C1 4-Aminobenzophenon